FC1=C(C=C(C(=C1)C1=NC(=CC=C1)OCC1=C(C=C(C=C1)C=1C=NN(C1)CC=1C=NC=CC1)F)F)CC=1N(C2=C(N1)C=CC(=C2)C(=O)O)CCOC 2-[[2,5-difluoro-4-[6-[[2-fluoro-4-[1-(3-pyridylmethyl)pyrazol-4-yl]phenyl]methoxy]-2-pyridyl]phenyl]methyl]-3-(2-methoxyethyl)benzimidazole-5-carboxylic acid